C(C)OC[C@@H]1[C@H](CN(CCO1)S(=O)(=O)N)OC (6S,7R)-7-(ethoxymethyl)-6-methoxy-1,4-oxazepan-4-sulfonamide